FC1=C(C(=CC=C1NS(=O)(=O)C1CCOCC1)F)C1=CC=C2C(=NNC2=C1F)C(=O)NC 6-[2,6-difluoro-3-(oxane-4-sulfonamido)phenyl]-7-fluoro-N-methyl-1H-indazole-3-carboxamide